NC1=C2C(=NC=N1)N(N=C2C(=O)NC=2OC1=C(N2)C=C(C=C1)Cl)C1CN(CCC1)C(C=CC)=O 4-amino-N-(5-chlorobenzo[d]oxazol-2-yl)-1-(1-(but-2-enoyl)piperidin-3-yl)-1H-pyrazolo[3,4-d]pyrimidine-3-carboxamide